2-[[3-cyano-4,6-bis(trifluoromethyl)pyridin-2-yl]-amino]-N-(4-methoxyphenyl)-N-methylacetamide C(#N)C=1C(=NC(=CC1C(F)(F)F)C(F)(F)F)NCC(=O)N(C)C1=CC=C(C=C1)OC